N-(tert-butoxycarbonyl)-L-valine chloromethyl ester ClCOC([C@@H](NC(=O)OC(C)(C)C)C(C)C)=O